BrC=1C(=NN(C1CC)C)C(CCN1CC(CC1)(F)F)=O 1-(4-bromo-5-ethyl-1-methyl-1H-pyrazol-3-yl)-3-(3,3-difluoropyrrolidin-1-yl)propan-1-one